BrC=1C=NC=C2C=CC(=NC12)Cl 8-Bromo-2-chloro-1,6-naphthyridine